ClC1=C(C=CC=C1)NC=1C=C2C(=NC1)N(N=C2)C=2C=C(SC2)C(=O)NC=2OCC(N2)C 4-(5-((2-chlorophenyl)amino)-1H-pyrazolo[3,4-b]pyridin-1-yl)-N-(4-methyl-4,5-dihydrooxazol-2-yl)thiophene-2-carboxamide